CO[C@@H](CC1=CN(C2=CC=CC=C12)C(=O)OCC1=CC=CC=C1)C(=O)OC benzyl (S)-3-(2,3-dimethoxy-3-oxopropyl)-1H-indole-1-carboxylate